CC1C(NC(C1)=O)=O 3-methylpyrrolidine-2,5-dione